4,6-dimethoxy-2-bromomethylpyrimidine COC1=NC(=NC(=C1)OC)CBr